COC([C@H](CC1=CC(=C(C=C1)O)F)NC(=O)OC(C)(C)C)=O (S)-2-((tert-Butoxycarbonyl)amino)-3-(3-fluoro-4-hydroxyphenyl)-propionic acid methyl ester